2-Acetyl-4-(pyrrolidin-1-yl)-1,2-dihydro-phthalazine-1-carbonitrile C(C)(=O)N1C(C2=CC=CC=C2C(=N1)N1CCCC1)C#N